2,2-Bishydroxymethyl-Butanoic Acid OCC(C(=O)O)(CC)CO